FC(CN1C(=NC2=C1C=C(C=C2)C=2C(=CN1N=C(N=C(C12)OC)N[C@@H]1[C@@H](CN(CC1)C(C)=O)F)F)C)F 1-((3R,4S)-4-((5-(1-(2,2-difluoroethyl)-2-methyl-1H-benzo[d]imidazol-6-yl)-6-fluoro-4-methoxypyrrolo[2,1-f][1,2,4]triazin-2-yl)amino)-3-fluoropiperidin-1-yl)ethan-1-one